ethyl octanesulfonate C(CCCCCCC)S(=O)(=O)OCC